CSC1=NN=C(S1)NC(CSC=1NC(C2=C(N1)N(N=C2)C2=CC=CC=C2)=O)=O N-(5-(methylthio)-1,3,4-thiadiazol-2-yl)-2-((4-oxo-1-phenyl-4,5-dihydro-1H-pyrazolo[3,4-d]pyrimidin-6-yl)thio)acetamide